(S)-2-benzyl-5-methyl-1,1-dioxo-1,2,5-thiadiazolidine-3-carboxylic acid methyl ester COC(=O)[C@H]1N(S(N(C1)C)(=O)=O)CC1=CC=CC=C1